tert-butyl (7-cyanoisochroman-4-yl)(methyl)carbamate C(#N)C1=CC=C2C(COCC2=C1)N(C(OC(C)(C)C)=O)C